(S)-8-(2-amino-6-((R)-2,2,2-trifluoro-1-(3'-(trifluoromethoxy)-[1,1'-biphenyl]-4-yl)ethoxy)pyrimidin-4-yl)-2,8-diazaspiro[4.5]decane-3-carboxylic acid NC1=NC(=CC(=N1)N1CCC2(C[C@H](NC2)C(=O)O)CC1)O[C@@H](C(F)(F)F)C1=CC=C(C=C1)C1=CC(=CC=C1)OC(F)(F)F